CN(C1=CC=C(C=C1)C=1OCCOC1C1=CC=CC=C1)C N,N-dimethyl-4-(3-phenyl-5,6-dihydro-1,4-dioxin-2-yl)aniline